4-(((R)-4-azaspiro[2.5]octan-7-yl)amino)-N-((R)-1-(3-(difluoromethyl)-2-fluorophenyl)ethyl)-1-(1-(difluoromethyl)cyclopropyl)-6-oxo-1,6-dihydropyridine-3-carboxamide C1CC12NCC[C@H](C2)NC=2C(=CN(C(C2)=O)C2(CC2)C(F)F)C(=O)N[C@H](C)C2=C(C(=CC=C2)C(F)F)F